CC1(C2=CC=CC=C2C=2C=CC(=CC12)NC=1C=CC2=C(C(CO2)(C)C)C1)C N-(9,9-dimethyl-9H-fluoren-2-yl)-3,3-dimethyl-2,3-dihydrobenzofuran-5-amine